BrC1=CN=C2C(=NC(=NN21)N2CCNCC2)NCC2=NC1=C(N2)C=CC=C1F 7-bromo-N-[(4-fluoro-1H-benzimidazol-2-yl)methyl]-2-(piperazin-1-yl)imidazo[2,1-f][1,2,4]triazin-4-amine